CC1(OC[C@H](O1)[C@@H]1[C@H]([C@H](CO1)O[Si](C1=CC=CC=C1)(C1=CC=CC=C1)C(C)(C)C)C=CC)C ({(3R,4R,5S)-5-[(4S)-2,2-dimethyl-1,3-dioxolan-4-yl]-4-(1-propen-1-yl)tetrahydro-3-furanyl}oxy)(2-methyl-2-propanyl)diphenylsilane